[Si](C)(C)(C(C)(C)C)OC[C@H]1N(C[C@H]1O)C(=O)OC(C)(C)C tert-butyl (2R,3R)-2-(((tert-butyldimethylsilyl)oxy)methyl)-3-hydroxyazetidine-1-carboxylate